C1(CC1)C1=NN(C2=NC=C(C=C21)N)C 3-Cyclopropyl-1-methyl-1H-pyrazolo[3,4-b]pyridin-5-amine